N1N=CC(=C1)C1=NN2C(C=CC=C2)=C1 (1H-pyrazol-4-yl)pyrazolo[1,5-a]pyridine